n-octadecyl 3-(3',5'-di-tert-butyl-4'-hydroxyphenyl)-propionate C(C)(C)(C)C=1C=C(C=C(C1O)C(C)(C)C)CCC(=O)OCCCCCCCCCCCCCCCCCC